C(C)(=O)N1CC2CC(CC3=CC(=C(C=C3N2CC1)C(=O)OC)NC(C)=O)=O methyl 13-acetyl-5-acetamido-9-oxo-1,13-diazatricyclo[9.4.0.02,7]Pentadeca-2,4,6-triene-4-carboxylate